ClC=1C=CC(=C(C1)O)C1=C2C(=C(N=N1)N[C@@H]1[C@H](CCCC1)O)C=NC=C2 5-chloro-2-[4-[[(1s,2s)-2-hydroxycyclohexyl]amino]pyrido[3,4-d]pyridazin-1-yl]phenol